5-((((1R,4R)-2,2-Difluoro-4-((imidazo[1,2-a]pyridin-8-ylmethyl)amino)cyclohexyl)amino)methyl)-1,3-dimethyl-1,3-dihydro-2H-benzo[d]imidazol-2-one FC1([C@@H](CC[C@H](C1)NCC=1C=2N(C=CC1)C=CN2)NCC2=CC1=C(N(C(N1C)=O)C)C=C2)F